C(C)(C)OC1=C(N)C=C(C=C1)S(F)(F)(F)(F)F 2-isopropoxy-5-(pentafluorosulfanyl)aniline